C(C)C1=NNC(=C1)Br Ethyl-5-bromopyrazol